FC(C(=O)[O-])(F)F.ClC=1C(=NN(C1C)C=1C=C(C(=O)N(C)C=2C=CC3=C([NH2+]CCO3)C2)C=CC1)C 3-(4-Chloro-3,5-dimethyl-pyrazol-1-yl)-N-(3,4-dihydro-2H-1,4-benzoxazin-4-ium-6-yl)-N-methyl-benzamide 2,2,2-trifluoroacetate